N1CCCC2=CC(=CC=C12)C(=O)N 3,4-dihydro-2H-quinoline-6-carboxamide